3-(4-(1H-pyrazol-4-yl)phenyl)-1-(3-(cyclopropylmethoxy)benzyl)-8-oxa-1,3-diazaspiro[4.5]decan-2-one N1N=CC(=C1)C1=CC=C(C=C1)N1C(N(C2(C1)CCOCC2)CC2=CC(=CC=C2)OCC2CC2)=O